O(CN1CCCC1)CN1CCCC1 1,1'-oxybis(methylene)dipyrrolidine